6-Acetamidohexanoat C(C)(=O)NCCCCCC(=O)[O-]